4-(Azetidin-1-yl)-2-methyl-6,7-dihydro-5H-pyrrolo[3,4-d]pyrimidine hydrochloride Cl.N1(CCC1)C=1C2=C(N=C(N1)C)CNC2